4-acetoxystyrene-acrylate C(C)(=O)OC1=CC=C(C=CC=CC(=O)[O-])C=C1